2-(1H-imidazol-1-yl)-6-methyl-N-((1r,4r)-4-((2,2,2-trifluoroethyl-1,1-d2)amino)cyclohexyl)pyrimidine-4-carboxamide N1(C=NC=C1)C1=NC(=CC(=N1)C(=O)NC1CCC(CC1)NC(C(F)(F)F)([2H])[2H])C